5-oxo-5,6,7,8-tetrahydronaphthalene-2-carboxylic acid methyl ester COC(=O)C1=CC=2CCCC(C2C=C1)=O